DODECANEDIOIC ACID C(CCCCCCCCCCC(=O)O)(=O)O